tert-butyl 4-(2-chloro-9-phenyl-9H-purin-8-yl)-2,3-dihydro-1H-pyrrole-1-carboxylate ClC1=NC=C2N=C(N(C2=N1)C1=CC=CC=C1)C=1CCN(C1)C(=O)OC(C)(C)C